ClC1=C(C=CC=C1)[C@@H]([C@H](C(C)C)O)O 1-(2-chlorophenyl)-3-methyl-(S,S)-1,2-butanediol